Tri-n-butylallyl bromide C(CCC)C(C=C(CCCC)CCCC)Br